2-chloro-4-((2-(methylthio)phenyl)amino)pyrimidine-5-carboxamide ClC1=NC=C(C(=N1)NC1=C(C=CC=C1)SC)C(=O)N